CN(C(=O)C1=NN2C(CN(CCC2)C=2C3=C(N=C(N2)S(=O)C)C[C@]2(CCC4=C(C=CC=C24)Cl)OC3)=C1)C N,N-dimethyl-5-[(7S)-4'-chloro-2-methylsulfinyl-spiro[5,8-dihydropyrano[4,3-d]pyrimidine-7,1'-indane]-4-yl]-4,6,7,8-tetrahydropyrazolo[1,5-a][1,4]diazepine-2-carboxamide